CC1=C(C=C(C=C1)C(=O)N)C(=O)NC=1C=NC=C(C1)C1=CC=CC=C1 4-methyl-N3-(5-phenylpyridin-3-yl)benzene-1,3-dicarboxamide